methyl 4-(bis(tert-butoxycarbonyl)amino)-1-(2,6-dimethyl-4-(trifluoromethyl)phenyl)-6-oxo-1,6-dihydropyrimidine-5-carboxylate C(C)(C)(C)OC(=O)N(C=1N=CN(C(C1C(=O)OC)=O)C1=C(C=C(C=C1C)C(F)(F)F)C)C(=O)OC(C)(C)C